3-(5-Amino-2-((5-(pyridin-2-yl)-2H-tetrazol-2-yl)methyl)-8-(pyrimidin-4-yl)[1,2,4]triazolo[1,5-c]pyrimidin-7-yl)benzonitrile NC1=NC(=C(C=2N1N=C(N2)CN2N=C(N=N2)C2=NC=CC=C2)C2=NC=NC=C2)C=2C=C(C#N)C=CC2